BrC1=CC=C(C=C1)C(\C=C\CCCC)=O (E)-1-(4-bromophenyl)-2-hepten-1-one